C1=CC=C(C=C1)C2=C(C(=C3C4=CC=CC5=C4C(=CC=C5)C3=C2C6=CC=C(C=C6)Br)C7=CC=C(C=C7)Br)C8=CC=CC=C8 The molecule is an organobromine compound that is fluoranthene in which the hydrogens at positions 7 and 10 are substituted by 4-bromophenyl groups, while those at positions 8 and 9 are substituted by phenyl groups. It derives from a hydride of a fluoranthene.